3-chloro-4-iodophenyl thiobenzoate C(C1=CC=CC=C1)(=S)OC1=CC(=C(C=C1)I)Cl